N-[3-(4-Fluorophenyl)azetidin-3-yl]-6-(naphthalen-2-yl)-4-oxo-4,5-dihydropyrazolo[1,5-a]-pyrazine-2-carboxamide hydrochloride Cl.FC1=CC=C(C=C1)C1(CNC1)NC(=O)C1=NN2C(C(NC(=C2)C2=CC3=CC=CC=C3C=C2)=O)=C1